racemic-5-((2,2-dimethyl-1,1-dioxidotetrahydro-2H-thiopyran-3-yl)amino)-3-methyl-8-(4-(trifluoromethyl)phenyl)pyrido[4,3-d]pyrimidin-4(3H)-one CC1(S(CCC[C@H]1NC1=NC=C(C=2N=CN(C(C21)=O)C)C2=CC=C(C=C2)C(F)(F)F)(=O)=O)C |r|